COC1=CC(=CC2=CN(N=C12)C)B1OC(C(O1)(C)C)(C)C 7-methoxy-2-methyl-5-(4,4,5,5-tetramethyl-1,3,2-dioxaborolan-2-yl)-2H-indazole